(R)-1-(3-bromo-5-fluoropyridin-4-yl)pent-4-en-1-amine BrC=1C=NC=C(C1[C@@H](CCC=C)N)F